Br[C@H]1C(N(CC1)[C@H](C(=O)OC)CC(C)C)=O methyl (S)-2-((R)-3-bromo-2-oxopyrrolidin-1-yl)-4-methylpentanoate